(1R,3R)-3-methyl-3-(3-(2-(3-methylisoxazol-5-yl)acetamido)-1H-pyrazol-5-yl)cyclopentyl (1-methylcyclopropyl)carbamate CC1(CC1)NC(O[C@H]1C[C@@](CC1)(C1=CC(=NN1)NC(CC1=CC(=NO1)C)=O)C)=O